FC1=C2C(=CN=C1N1CC3(CN(C3)CC(=O)NC)C1)NC(=C2C(C)C)C=2C=C(C=1N(C2)N=CN1)OC 2-(6-(4-fluoro-3-isopropyl-2-(8-methoxy-[1,2,4]triazolo[1,5-a]pyridin-6-yl)-1H-pyrrolo[2,3-c]pyridin-5-yl)-2,6-diazaspiro[3.3]heptan-2-yl)-N-methylacetamide